CNC(C\C=C/CCCCC)=O (Z)-N-methylnon-3-enamide